N[C@@H]1CC(CN(C1)C=1C2=C(N=C(N1)OC[C@]13CCCN3C[C@@H](C1)F)C(=C(N=C2)C2=CC(=CC1=CC=C(C(=C21)CC)F)O)F)(F)F 4-(4-((R)-5-Amino-3,3-difluoropiperidin-1-yl)-8-fluoro-2-(((2R,7aS)-2-fluorotetrahydro-1H-pyrrolizin-7a(5H)-yl)methoxy)pyrido[4,3-d]pyrimidin-7-yl)-5-ethyl-6-fluoronaphthalen-2-ol